4-(4-(5-chloro-1H-benzo[d]imidazol-2-yl)phenoxy)phthalonitrile ClC1=CC2=C(NC(=N2)C2=CC=C(OC=3C=C(C(C#N)=CC3)C#N)C=C2)C=C1